Cl.C(C)N(C1=CC2=C(C(=N1)CNC)CN(C2=O)C2=NC(=CC=C2)C2=NN=CN2CCC)C 6-[ethyl(methyl)amino]-4-[(methylamino)methyl]-2-[6-(4-propyl-4H-1,2,4-triazol-3-yl)pyridin-2-yl]-2,3-dihydro-1H-pyrrolo[3,4-c]pyridin-1-one, hydrochloride